FC=1C=C(C=C(C1)F)[C@H](C)NC(=O)C=1C=NC2=C(N=C(C=C2C1N1CC(CC1)(NC)COC)C)C1CC1 N-[(S)-1-(3,5-difluorophenyl)ethyl]-8-cyclopropyl-4-[3-(methoxymethyl)-3-(methylamino)-1-pyrrolidinyl]-6-methyl-1,7-diaza-3-naphthamide